2-chloro-2'-cyclopropyl-6'-(1-methyltriazol-4-yl)spiro[4,5-dihydrothieno[2,3-c]pyran-7,4'-piperidin]-4-ol ClC1=CC2=C(S1)C1(CC(NC(C1)C=1N=NN(C1)C)C1CC1)OCC2O